methyl 3-(4-nitrophenyl)bicyclo[1.1.1]pentane-1-carboxylate [N+](=O)([O-])C1=CC=C(C=C1)C12CC(C1)(C2)C(=O)OC